6,12-dibromo-2-[2-(2-bromoethoxy)ethyl]-9-oxa-2,4-diazatricyclo[8.4.0.0^{3,8}]tetradeca-1(10),3(8),4,6,11,13-hexaene BrC=1C=NC=2N(C=3C=CC(=CC3OC2C1)Br)CCOCCBr